tert-butyl 2-((tert-butoxycarbonyl)amino)-3-chloro-7,8-dihydro-4H-pyrazolo[1,5-a][1,4]diazepine-5(6H)-carboxylate C(C)(C)(C)OC(=O)NC1=NN2C(CN(CCC2)C(=O)OC(C)(C)C)=C1Cl